ClC1=CC=C(CN2N=C(C=CC2=O)C=2C=NC(=NC2)N2C(CCC2)=O)C=C1 2-(4-chlorobenzyl)-6-(2-(2-oxopyrrolidin-1-yl)pyrimidin-5-yl)pyridazin-3(2H)-one